1-isocyanato-3,3,5-trimethyl-5-isocyanatomethyl-cyclohexane tert-butyl-3'-bromo-5',6'-dihydrospiro[piperidine-4,7'-pyrrolo[1,2-a]imidazole]-1-carboxylate C(C)(C)(C)OC(=O)N1CCC2(CCN3C2=NC=C3Br)CC1.N(=C=O)C1CC(CC(C1)(CN=C=O)C)(C)C